(2S,4R)-N-(3-cyclopropyl-3-hydroxy-butyl)-1-[(2S)-2-(4-cyclopropyltriazol-1-yl)-3,3-dimethyl-butanoyl]-4-hydroxy-pyrrolidine-2-carboxamide C1(CC1)C(CCNC(=O)[C@H]1N(C[C@@H](C1)O)C([C@H](C(C)(C)C)N1N=NC(=C1)C1CC1)=O)(C)O